3-[2-(azetidin-1-yl)-pyrimidin-5-yl]-8-dimethylamino-8-phenyl-1,3-diazaspiro[4.5]decan-2-one N1(CCC1)C1=NC=C(C=N1)N1C(NC2(C1)CCC(CC2)(C2=CC=CC=C2)N(C)C)=O